(4-chloro-o-tolyloxy)butanoic acid ClC1=CC(=C(C=C1)C)OC(C(=O)O)CC